C1(=CC=CC=C1)CCCOC=1C=C(OC[C@@H](CNC(C)C)O)C=CC1OCCCC1=CC=CC=C1 (R)-1-(3,4-Bis(3-phenylpropoxy)phenoxy)-3-(isopropylamino)propan-2-ol